FC1=CC=2NC3=CC(=CC(=C3C2C(=C1)F)F)F 2,4,5,7-tetrafluorocarbazole